7-((l-m-ethylpiperidin-3-yl)amino)pyrazolo[1,5-d][1,2,4]triazin-4(5H)-one C(C)C1(CNCCC1)NC1=NNC(C=2N1N=CC2)=O